BrCC(=O)C1=NN(C(=C1)C(F)F)C 2-bromo-1-(5-(difluoromethyl)-1-methyl-1H-pyrazol-3-yl)ethan-1-one